OC1C(N(CCC1)CC1=CC(=C(C=C1)\C=C\C=1C(=C(C=CC1)C1=CC=CC=C1)C)C)C(=O)O (E)-3-hydroxy-1-(3-methyl-4-(2-(2-methylbiphenyl-3-yl)vinyl)benzyl)piperidine-2-carboxylic acid